((2-aminoethoxy) methyl) 4-(2-chlorophenyl)-6-methyl-1,4-dihydropyridine-3,5-dicarboxylate ClC1=C(C=CC=C1)C1C(=CNC(=C1C(=O)[O-])C)C(=O)OCOCCN